4-(1-(3-chloro-2-methoxypyridin-4-yl)-1H-imidazol-4-yl)-N-(1-(methylsulfonyl)piperidin-4-yl)-5-(trifluoromethyl)pyrimidin-2-amine ClC=1C(=NC=CC1N1C=NC(=C1)C1=NC(=NC=C1C(F)(F)F)NC1CCN(CC1)S(=O)(=O)C)OC